N1(CCCCCC1)CCCCCCCSC1=C2CN(C(C2=CC=C1)=O)C1C(NC(CC1)=O)=O 3-(4-((7-(azepan-1-yl)heptyl)thio)-1-oxoisoindolin-2-yl)piperidine-2,6-dione